FC=1C=C2CN(CC2=CC1)C(CNC12CC3(CC(CC(C1)C3)C2)NC([O-])=O)=O (3-((2-(5-fluoroisoindolin-2-yl)-2-oxoethyl)amino)adamantan-1-yl)carbamate